3,5-difluoro-4-((2-(fluoromethyl)-6-methyl-7-phenyl-1H-imidazo[4,5-c]pyridin-1-yl)methyl)benzenesulfonamide FC=1C=C(C=C(C1CN1C(=NC=2C=NC(=C(C21)C2=CC=CC=C2)C)CF)F)S(=O)(=O)N